5-chloro-2-(6-oxa-2-azaspiro[3.4]octan-2-yl)pyridin-4-amine ClC=1C(=CC(=NC1)N1CC2(C1)COCC2)N